C(C)(=O)OC1=C(C(=CC(=C1)C)C)C 2,3,5-trimethylphenyl acetate